C(C(C)C)C(COC)(COC)C(C)CC 2-isobutyl-2-sec-butyl-1,3-dimethoxypropane